COC1=CC=C(CN2C=C(N=C(C2=O)C(F)(F)F)C=2N(C=CC2)C(=O)OC(C)(C)C)C=C1 tert-butyl 2-(4-(4-methoxybenzyl)-5-oxo-6-(trifluoromethyl)-4,5-dihydropyrazin-2-yl)-1H-pyrrole-1-carboxylate